9-acetoxy-9,10-dihydrophenanthrene C(C)(=O)OC1C2=CC=CC=C2C=2C=CC=CC2C1